ClC=1C=C2C(=CN=C(C2=CN1)OC)C(CC)O 1-(6-chloro-1-methoxy-2,7-naphthyridin-4-yl)propan-1-ol